phenanthr-3-yl [1,4'-bipiperidine]-1'-carboxylate N1(CCCCC1)C1CCN(CC1)C(=O)OC=1C=CC=2C=CC3=CC=CC=C3C2C1